1,1-difluoro-N-(5-(3-fluorocyclobutane-1-carbonyl)-6-((2,3',5'-trifluoro-[1,1'-biphenyl]-3-yl)methyl)-5-azaspiro[2.4]heptan-7-yl)methanesulfonamide FC(S(=O)(=O)NC1C(N(CC12CC2)C(=O)C2CC(C2)F)CC=2C(=C(C=CC2)C2=CC(=CC(=C2)F)F)F)F